3-[(4-Cyano-5,6-dimethylpyridazin-3-yl)sulfanyl]benzoic acid C(#N)C1=C(N=NC(=C1C)C)SC=1C=C(C(=O)O)C=CC1